6,6-dimethyl-piperazine-2-one CC1(CNCC(N1)=O)C